C1(CCCCCCC1)C(C(=O)NC1=CC=C2C(=C1)NC(C21CCN(CC1)CC1=CC=CC=C1)=O)NC(=O)C=1N(N=CC1)C N-{1-cyclooctyl-2-[(1'-benzyl-2-oxospiro[indoline-3,4'-piperidin]-6-yl)amino]-2-oxo-ethyl}-2-methylpyrazole-3-carboxamide